3,5-dimethyl-2-bromopyridine CC=1C(=NC=C(C1)C)Br